1,4-azaphosphinane 4-oxide N1CCP(CC1)=O